(2S,3R)-2-aminoheptacosane N[C@@H](C)CCCCCCCCCCCCCCCCCCCCCCCCC